(E)-1-(2,3-dihydro-4H-benzo[b][1,4]oxazin-4-yl)-3-(3-methoxy-4-(prop-2-yn-1-yloxy)phenyl)prop-2-en-1-one O1C2=C(N(CC1)C(\C=C\C1=CC(=C(C=C1)OCC#C)OC)=O)C=CC=C2